N1-(6-(4-Isopropyl-4H-1,2,4-triazol-3-yl)pyridin-2-yl)-N3-(pyrazin-2-yl)isophthalamide C(C)(C)N1C(=NN=C1)C1=CC=CC(=N1)NC(C1=CC(C(=O)NC2=NC=CN=C2)=CC=C1)=O